NC1=C(C=C2CCN(C2=C1)C(=O)OC(C)(C)C)C(NC1=NC=C(C=C1)C)=O tert-butyl 6-amino-5-((5-methylpyridin-2-yl)carbamoyl)indoline-1-carboxylate